(4-ethoxy-2-methylphenyl)methanol C(C)OC1=CC(=C(C=C1)CO)C